(5-bromo-6-chloro-2-pyridinyl)methanol BrC=1C=CC(=NC1Cl)CO